C(C)(C)(C)N(C(O)=O)CCCCN1CCC(CC1)C1=CC=C2C(C=3N(C=4C=CC=C(C4C(N3)=O)Cl)C2=C1)(C)C.C(CCCCCCCCCCCCC)(=O)N(CCC(=O)O)C myristoyl-methyl-β-alanine tert-butyl-(4-(4-(4-chloro-7,7-dimethyl-5-oxo-5,7-dihydroindolo[1,2-a]quinazolin-10-yl)piperidin-1-yl)butyl)carbamate